CN(C)CC=CC (dimethylamino)but-2-en